ClC1=CC=CC(=N1)N1N=C(C=C1)CC(=O)NC1=CC(=NN1)C1CC1 2-(1-(6-chloropyridin-2-yl)-1H-pyrazol-3-yl)-N-(3-cyclopropyl-1H-pyrazol-5-yl)acetamide